Methyl 2-(4-cyano-5-methyl-2-oxo-1H-quinolin-3-yl)acetate C(#N)C1=C(C(NC2=CC=CC(=C12)C)=O)CC(=O)OC